ClC1=CC=C(C(=N1)C(=O)NS(=O)(=O)C)N[C@H](C)C=1C=C(C=C2C(N(C(=NC12)N1CC2=NN(C=C2C1)C1=C(C=CC=C1)C)C)=O)C (R)-6-chloro-3-((1-(3,6-dimethyl-4-oxo-2-(2-(o-tolyl)-2,6-dihydropyrrolo[3,4-c]pyrazol-5(4H)-yl)-3,4-dihydroquinazolin-8-yl)ethyl)amino)-N-(methylsulfonyl)picolinamide